1-(methyl-d3)-1H-pyrazole-3-carbaldehyde C(N1N=C(C=C1)C=O)([2H])([2H])[2H]